C(CCC)C1=CC=C(C=C1)C(C)N 1-(4-butylphenyl)ethylamine